C(C)(C)(C)OC(=O)[C@]1(C[C@H](N(CC1)CC1=C(C(=CC=C1)Cl)F)C)CC1=NC(=C(C=C1F)F)NC1=NN(C(=C1)C)C(C)(C)C tert-butyl-(2R,4R)-4-((6-((1-(tert-butyl)-5-methyl-1H-pyrazol-3-yl) amino)-3,5-difluoropyridin-2-yl) methyl)-1-(3-chloro-2-fluorobenzyl)-2-methylpiperidine-4-carboxylate